C(C)(C)(C)OC(N[C@H](C(=O)NN(C(C(F)Cl)=O)CCC(=O)N)CC1CC1)=O tertbutyl((2S)-1-(2-(3-amino-3-oxopropyl)-2-(2-chloro-2-fluoroacetyl) hydrazineyl)-3-cyclopropyl-1-oxopropan-2-yl)carbamate